[(S)-1-phenylethyl]amine C1(=CC=CC=C1)[C@H](C)N